3-(4-((4-(diisopropylamino)butyl)thio)-1-oxoisoindolin-2-yl)piperidine-2,6-dione C(C)(C)N(CCCCSC1=C2CN(C(C2=CC=C1)=O)C1C(NC(CC1)=O)=O)C(C)C